S-ethyl 2-bromothioacetate BrCC(=O)SCC